ClC=1C=C(C(=O)NC=2C=C(N(N2)CC2=CC=C(C=C2)OC)C2=NC3=C(N2CC(=O)OCC)C=CC=C3)C=CC1OCC(=O)OCC Ethyl 2-[2-[5-[[3-chloro-4-(2-ethoxy-2-oxo-ethoxy)benzoyl]amino]-2-[(4-methoxyphenyl)-methyl]pyrazol-3-yl]benzimidazol-1-yl]acetate